2-((4-(1,4-dioxa-8-azaspiro[4.5]decan-8-yl)pyridin-2-yl)amino)-benzo[d]thiazole-6-carbonitrile O1CCOC12CCN(CC2)C2=CC(=NC=C2)NC=2SC1=C(N2)C=CC(=C1)C#N